The molecule is conjugate base of S-(hydroxymethyl)glutathione. It has a role as a human metabolite. It is a conjugate base of a S-(hydroxymethyl)glutathione. C(CC(=O)N[C@@H](CSCO)C(=O)NCC(=O)[O-])[C@@H](C(=O)[O-])[NH3+]